C(C1=CC=CC=C1)N1CCC2(CC1)COC1=C2C=C(C(=C1)OC)C(=O)N[C@@H]1C(NC(CC1)=O)=O (S)-1'-benzyl-N-(2,6-dioxopiperidin-3-yl)-6-methoxy-2H-spiro[benzofuran-3,4'-piperidine]-5-carboxamide